C1=CCC23C=CC=C(C=C12)C3 3a,7-methanoazulene